BrC1=CC=C(C=C1)C1=C(C(=NC2=CC=CC=C12)C)C(=O)OCC ethyl 4-(4-bromophenyl)-2-methylquinoline-3-carboxylate